Cl.ClC1=C(C=2CC3(N(C2C=C1F)CCNC3)C3=CC(=CC=C3)F)C3=C(C(=O)N)C=CC(=C3F)OCCO (2R)-2-(8-chloro-7-fluoro-10a-(3-fluorophenyl)-1,2,3,4,10,10a-hexahydropyrazino[1,2-a]indol-9-yl)-3-fluoro-4-(2-hydroxyethoxy)benzamide hydrochloride